ClC=1C(=NC=CC1SC=1C=2N(C(=NC1)N1CCC3(CC1)[C@@H](C=1C(=NC=CC1)C3)N[S@](=O)C(C)(C)C)C=CN2)NC (R)-N-((s)-1'-(8-((3-chloro-2-(methylamino)pyridin-4-yl)thio)imidazo[1,2-c]pyrimidin-5-yl)-5,7-dihydrospiro[cyclopenta[b]pyridin-6,4'-piperidin]-5-yl)-2-methylpropane-2-sulfinamide